C(C)(C)(C)OC1=C(C=C(C(=O)O)C=C1)NS(=O)(=O)CC1=CC=CC=C1 4-(tert-butoxy)-3-((phenylmethyl)sulfonamido)benzoic acid